1-(2-Ethoxy-ethyl)-N-[(3-fluorophenyl)-methyl]-4-methyl-2-oxo-7-(trifluoromethyl)-1H-quinoline-3-carboxylic acid amide C(C)OCCN1C(C(=C(C2=CC=C(C=C12)C(F)(F)F)C)C(=O)NCC1=CC(=CC=C1)F)=O